BrC=1C(=C(C=CC1)N1CC(C1)N1CCN(CC1)C(=O)OC(C)(C)C)C=O tert-Butyl 4-[1-(3-bromo-2-formyl-phenyl)azetidin-3-yl]piperazine-1-carboxylate